1-n-propyl-3,5-difluorobenzene C(CC)C1=CC(=CC(=C1)F)F